C1(C(C(C1C(=O)O)C(=O)O)C(O)=N)C(O)=N cyclobutane-1,2,3,4-tetracarboxylic acid diimide